N-(3-dimethoxymethylsilylpropyl)-aminosuccinic acid diethyl ester C(C)OC(C(CC(=O)OCC)NCCC[SiH2]C(OC)OC)=O